ethyl 3-(naphthalen-1-ylmethyl)-1H-pyrazole-5-carboxylate C1(=CC=CC2=CC=CC=C12)CC1=NNC(=C1)C(=O)OCC